C(C)(=O)NC1=CC=C(C=C1)C1=CC=C2C(=N1)SC(=N2)NC(C2=CN=C(C=C2C2=C(C=CC(=C2)C#N)OC)C)=O N-(5-(4-acetamidophenyl)thiazolo[5,4-b]pyridin-2-yl)-4-(5-cyano-2-methoxyphenyl)-6-methylnicotinamide